COCCS(=O)(=O)C1=CC=C(O1)C(=O)O[Li] [5-(2-methoxyethylsulfonyl)furan-2-carbonyl]oxylithium